ClC1=C(C=CC=C1)CC(=O)NC1=CN=NC(=C1)NC1=CC(=C(C=C1)F)F 2-(2-chlorophenyl)-N-[6-(3,4-difluoroanilino)pyridazin-4-yl]acetamide